N[C@@H]1[C@H]([C@H](O[C@@H]([C@H]1O)CO)O[C@@H]1[C@H]([C@@H]([C@H](C[C@H]1N)N)O[C@H]1O[C@@H]([C@H](C[C@H]1N)O)CN)O)O (2S,3R,4S,5S,6R)-4-amino-2-{[(1S,2S,3R,4S,6R)-4,6-diamino-3-{[(2R,3R,5S,6R)-3-amino-6-(aminomethyl)-5-hydroxyoxan-2-yl]oxy}-2-hydroxycyclohexyl]oxy}-6-(hydroxymethyl)oxane-3,5-diol